6-(benzyloxy)-7-methoxy-1-{(E)-2-[2-methyl-4-(pyridin-4-yl)phenyl]ethenyl}-1,2,3,4-tetrahydroisoquinoline C(C1=CC=CC=C1)OC=1C=C2CCNC(C2=CC1OC)\C=C\C1=C(C=C(C=C1)C1=CC=NC=C1)C